FCC1C(N(C1)C(=O)C=1C(=NN2C1NC=CC2=O)C2=NC=CN=C2)C 3-(3-(fluoromethyl)-2-methylazetidine-1-carbonyl)-2-(pyrazin-2-yl)pyrazolo[1,5-a]pyrimidin-7(4H)-one